3-amino-N-(pyridin-3-ylmethyl)benzamide NC=1C=C(C(=O)NCC=2C=NC=CC2)C=CC1